FC1=CC=C(C=C2C(=CCO2)C2=CC=CC=C2)C=C1 5-p-fluorobenzylidene-4-phenyl-furan